5-[[2-[(2S,5R)-2-(3,5-dichlorophenyl)-5-methyl-1-piperidyl]-2-oxo-acetyl]amino]pyridine-3-carboxamide ClC=1C=C(C=C(C1)Cl)[C@H]1N(C[C@@H](CC1)C)C(C(=O)NC=1C=C(C=NC1)C(=O)N)=O